BrC=1C(=C2C=3C(=NC(=NC3C1F)S(=O)(=O)C)N(CCCO2)CC2(CCC2)NC(OC(C)(C)C)=O)Cl Tert-butyl (1-((10-bromo-9-chloro-11-fluoro-2-(methylsulfonyl)-6,7-dihydro-[1,5]oxazocino[4,3,2-de]quinazolin-4(5H)-yl)methyl)cyclobutyl)carbamate